3-((5-(trifluoromethyl)pyridin-2-yl)oxy)pyrazin FC(C=1C=CC(=NC1)OC=1C=NC=CN1)(F)F